(E)-diethyl 2-(dimethylaminomethylene)-3-oxosuccinate CN(C)\C=C(\C(=O)OCC)/C(C(=O)OCC)=O